N-(tert-butoxycarbonyl)-L-isoleucine C(C)(C)(C)OC(=O)N[C@@H]([C@@H](C)CC)C(=O)O